tert-Butyl 5-[2-({4-[(4-{[tert-butyl(dimethyl)silyl]oxy}phenyl)amino]-1-methyl-1H-pyrazol-5-yl}oxy)ethoxy]-3,4-dihydroisoquinoline-2(1H)-carboxylate [Si](C)(C)(C(C)(C)C)OC1=CC=C(C=C1)NC=1C=NN(C1OCCOC1=C2CCN(CC2=CC=C1)C(=O)OC(C)(C)C)C